tert-butyl (2-(3-(1-(4-amino-4-oxobutanoyl)piperidin-4-yl)-5'-fluoro-1'-methyl-1H,1'H-[4,6'-biindazol]-1-yl)acetyl)glycylglycinate NC(CCC(=O)N1CCC(CC1)C1=NN(C=2C=CC=C(C12)C1=C(C=C2C=NN(C2=C1)C)F)CC(=O)NCC(=O)NCC(=O)OC(C)(C)C)=O